trans-(1R,2R)-cyclohexanediamine C1(CCCCC1)(N)N